2-Amino-N-[4-fluoro-5-[[5-[1-(methoxymethyl)cyclopropyl]pyridin-2-yl]carbamoyl]-2-methylphenyl]-1,3-thiazole-5-carboxamide NC=1SC(=CN1)C(=O)NC1=C(C=C(C(=C1)C(NC1=NC=C(C=C1)C1(CC1)COC)=O)F)C